C(C)(=O)N1CCN(CC1)CCC(=O)NC1=NC=CC(=C1)Br 3-(4-acetylpiperazin-1-yl)-N-(4-bromopyridin-2-yl)propanamide